C(C)(C)(C)NCC1=C(C=CC=C1)C1=CC=C(C=C1)C=1C=C(C2=C(NC(=N2)C)C1)C(=O)O 6-(2'-((tert-butylamino)methyl)-[1,1'-biphenyl]-4-yl)-2-methyl-1H-benzo[d]imidazole-4-carboxylic acid